1-isopropyl-5-(4,5-dioxaborolan-2-yl)-1H-pyrazole C(C)(C)N1N=CC=C1C1BOOC1